2-(2-(4-(3-(Aminomethyl)-2-fluorophenyl)-2-methylbenzo[d]oxazol-6-yl)-4-methyl-3,4-dihydro-2H-benzo[b][1,4]oxazin-8-yl)acetic acid ethyl ester C(C)OC(CC1=CC=CC2=C1OC(CN2C)C2=CC1=C(N=C(O1)C)C(=C2)C2=C(C(=CC=C2)CN)F)=O